N-(3-((6-(2,4-difluorophenoxy)-8,9-dihydroimidazo[1',2':1,6]pyrido[2,3-d]pyrimidin-2-yl)amino)phenyl)acrylamide formate salt C(=O)O.FC1=C(OC2=CC3=C(N=C(N=C3)NC=3C=C(C=CC3)NC(C=C)=O)N3C2=NCC3)C=CC(=C1)F